cyclopentapyrenyl methacrylate C(C(=C)C)(=O)OC1C=CC=2C=CC=3C=CC=C4C=5C(=C1C2C43)C=CC5